N-[(3S,4S)-1-methyl-3-methyl-4-piperidyl]-6-{3-[4-(N-methylcarbamoyl)-2-(2,2,2-trifluoroethoxy)phenylamino]-1-propynyl}-1-(2,2,2-trifluoroethyl)-1H-1,3-benzimidazole-4-carboxamide CN1C[C@@H]([C@H](CC1)NC(=O)C1=CC(=CC=2N(C=NC21)CC(F)(F)F)C#CCNC2=C(C=C(C=C2)C(NC)=O)OCC(F)(F)F)C